CN1C2=C(OCC1=O)C=C(C=C2)NC=2C(=NC(=CC2)N2CCC(CC2)C(F)(F)F)C 4-methyl-7-((2-methyl-6-(4-(trifluoromethyl)piperidin-1-yl)pyridin-3-yl)amino)-2H-benzo[b][1,4]oxazin-3(4H)-one